2-butyl-1-(4-((decylamino)methyl)benzyl)-7-isopropoxy-1H-imidazo[4,5-d]pyridazin-4-amine C(CCC)C1=NC=2C(=C(N=NC2N)OC(C)C)N1CC1=CC=C(C=C1)CNCCCCCCCCCC